C(#N)C1=CC(=CNC1=O)C1CN(CCC1(F)F)C(C(=O)NC1=NC=C(N=C1)OC1=CC=C(C=C1)F)C 2-(3-(5-cyano-6-oxo-1,6-dihydropyridin-3-yl)-4,4-difluoropiperidin-1-yl)-N-(5-(4-fluorophenoxy)pyrazin-2-yl)propanamide